(R,Z)-4-oxo-4-((12-(Stearoyloxy)octadec-9-en-1-yl)oxy)butanoic acid O=C(CCC(=O)O)OCCCCCCCC\C=C/C[C@@H](CCCCCC)OC(CCCCCCCCCCCCCCCCC)=O